[NH3+]CCCN1C(N(CCC1)C)=O 1-(3-ammoniopropyl)-3-methyl-1,3-diazinan-2-one